OC1CCN(CC1)CC#N 2-(4-hydroxypiperidin-1-yl)acetonitrile